1-((3aR,4R,6R,6aR)-6-(hydroxymethyl)-2-oxotetrahydrofuro[3,4-d][1,3]dioxol-4-yl)-4-((isobutyryloxy)amino)pyrimidin-2(1H)-one OC[C@H]1O[C@H]([C@H]2[C@@H]1OC(O2)=O)N2C(N=C(C=C2)NOC(C(C)C)=O)=O